C(C)(C)(C)C=1C=C(C=C(C1O)C(C)(C)C)CCC(=O)OCC(COC(CCC1=CC(=C(C(=C1)C(C)(C)C)O)C(C)(C)C)=O)(COC(CCC1=CC(=C(C(=C1)C(C)(C)C)O)C(C)(C)C)=O)COC(CCC1=CC(=C(C(=C1)C(C)(C)C)O)C(C)(C)C)=O pentaerythritol tetra[beta-(3,5-di-tertiary butyl-4-hydroxyphenyl) propionate]